1-[3-amino-4-[bis(2-methylpropyl)amino]phenyl]cyclobutane-1-carbonitrile NC=1C=C(C=CC1N(CC(C)C)CC(C)C)C1(CCC1)C#N